N-(trans-3-(dimethylamino)cyclobutyl)-4-(8-hydroxyquinolin-6-yl)benzamide CN([C@@H]1C[C@H](C1)NC(C1=CC=C(C=C1)C=1C=C2C=CC=NC2=C(C1)O)=O)C